(E)-6-((2-(aminomethyl)-3-fluoroallyl)oxy)-N-neopentylbenzo[d]oxazol-2-amine (4-methylbenzenesulfonate) CC1=CC=C(C=C1)S(=O)(=O)O.NC/C(/COC1=CC2=C(N=C(O2)NCC(C)(C)C)C=C1)=C\F